2-((1-benzoyl-6-(5-(tosyloxy)pentyl)-1H-pyrrolo[2,3-b]pyridin-5-yl)oxy)-4-fluorobenzoic acid methyl ester COC(C1=C(C=C(C=C1)F)OC=1C=C2C(=NC1CCCCCOS(=O)(=O)C1=CC=C(C)C=C1)N(C=C2)C(C2=CC=CC=C2)=O)=O